Water Tin [Sn].O